C[C@@H](C(=O)N[C@H]1C2=C(CN3N(C1=O)CCC3)C=CC=C2)CC(=O)NC2=CC(=NN2C)NC(C(C(F)(F)F)(F)F)=O (R)-2-Methyl-N4-(1-methyl-3-(2,2,3,3,3-pentafluoropropanamido)-1H-pyrazol-5-yl)-N1-((S)-11-oxo-2,3,10,11-tetrahydro-1H,5H-benzo[d]pyrazolo[1,2-a][1,2]diazepin-10-yl)succinamide